Methyl 2-((2-(3-((tert-butoxycarbonyl)(6-methoxy-3-nitropyridin-2-yl)amino)-prop-1-yn-1-yl)-4-fluorophenyl)amino)-4-fluoro-5-(trifluoromethyl)benzoate C(C)(C)(C)OC(=O)N(CC#CC1=C(C=CC(=C1)F)NC1=C(C(=O)OC)C=C(C(=C1)F)C(F)(F)F)C1=NC(=CC=C1[N+](=O)[O-])OC